(phenylcarbazolyl)(dimethylfluorenylcarbazolyl)(dibenzofuranyl)(phenylcarbazolyl)benzene C1(=CC=CC=C1)C1=C(C=2NC3=CC=CC=C3C2C=C1)C1=C(C(=C(C=C1)C1=C(C=CC=2C3=CC=CC=C3NC12)C1=CC=CC=C1)C1=CC=CC=2OC3=C(C21)C=CC=C3)C3=C(C(=C(C=2C1=CC=CC=C1NC32)C)C)C3=CC=CC=2C1=CC=CC=C1CC32